N1CCC(CC1)N1N=CC(=C1)NC(=O)C=1C=C2C(=NC1)NC=C2C2=CC=1N(C=C2)N=CC1 N-(1-(piperidin-4-yl)-1H-pyrazol-4-yl)-3-(pyrazolo[1,5-a]pyridin-5-yl)-1H-pyrrolo[2,3-b]pyridine-5-carboxamide